C(C1=CC=CC=C1)C1=CC(=C(C=C1C)N=CN(C)CC)C N'-(4-Benzyl-2,5-dimethylphenyl)-N-ethyl-N-methylformimidamid